benzyl 4-(((2-(ethyl(methyl)amino)ethyl)carbamoyl)oxy)octanoate C(C)N(CCNC(=O)OC(CCC(=O)OCC1=CC=CC=C1)CCCC)C